methyl (1R,3aS,4S,5R,9aR,E)-1,5-dihydroxy-7-isopropyl-1-(methoxymethyl)-9a-methyl-1,2,3,3a,4,5,6,8,9,9a-decahydrodicyclopenta[a,d][8]annulene-4-carboxylate O[C@@]\1(CC[C@@H]2/C1=C\[C@@]1(C(C[C@H]([C@H]2C(=O)OC)O)=C(CC1)C(C)C)C)COC